CC1=C(C(=CC=C1)C)NC(=O)C1N(CCCC1)CCC N-(2,6-dimethylphenyl)-1-N-propylpiperidine-2-carboxamide